CC=1C=C(OCC(C)NC2=NC(=NC(=N2)N)C(C)(C)F)C=C(C1)C N-[2-(3,5-dimethylphenoxy)-1-methylethyl]-6-(1-fluoro-1-methylethyl)-1,3,5-triazine-2,4-diamine